ClC1=CC=C(C(=N1)C(=O)O)N[C@H](C)C1=C2N=C(C(=NC2=CC(=C1)C)C#N)N1CC2(C1)COCC2 (R)-6-chloro-3-((1-(2-cyano-7-methyl-3-(6-oxa-2-azaspiro[3.4]octan-2-yl)quinoxalin-5-yl)ethyl)amino)picolinic acid